FC(C(=O)O)(F)F.C1(=CC=CC=C1)C(=C1CNC1)C1=CC=CC=C1 3-(diphenylmethylene)azetidine trifluoroacetate salt